BrCC(=O)C1=CC=C(C=C1)OC 2-bromo-1-(4-(methoxy)phenyl)ethan-1-one